3-chloro-5-methyl-1-((2-(trimethylsilyl)ethoxy)methyl)-1H-pyrazole-4-carboxylic acid ethyl ester C(C)OC(=O)C=1C(=NN(C1C)COCC[Si](C)(C)C)Cl